1-(2'-p-chlorobenzoylphenyl)-2-(4'-methylphenyl)phenylacetylene ClC1=CC=C(C(=O)C2=C(C=CC=C2)C2(C(C=CC=C2)C2=CC=C(C=C2)C)C#C)C=C1